O=C1NC([C@@H](N1)CC1=CC(=NO1)CC(=O)O)=O (S)-2-(5-((2,5-dioxoimidazolidin-4-yl)methyl)isoxazol-3-yl)acetic acid